bis(para-isocyano-cyclohexyl)sulfide [N+](#[C-])C1CCC(CC1)SC1CCC(CC1)[N+]#[C-]